C(CCC)NC=1C2=C(N=C(N1)N)C=NN2CC2=C(C=CC(=C2)CN2CC1(COC1)C2)OC N7-butyl-1-{[2-methoxy-5-({2-oxa-6-azaspiro-[3.3]heptan-6-yl}-methyl)phenyl]methyl}-1H-pyrazolo[4,3-d]pyrimidine-5,7-diamine